C(C)S(=O)(=O)N1C[C@H]([C@H](CC1)NC1=NN2C(C=CC(=C2N2CCCCC2)C=2C=NNC2)=N1)C N-((3R,4S)-1-(Ethylsulfonyl)-3-methylpiperidin-4-yl)-5-(piperidin-1-yl)-6-(1H-pyrazol-4-yl)-[1,2,4]triazolo[1,5-a]pyridin-2-amine